7-bromo-N-(2-((R)-4-cyanothiazolidin-3-yl)-2-oxoethyl)-6-((3s,5R)-3,5-dimethylmorpholino)quinoline-4-carboxamide BrC1=C(C=C2C(=CC=NC2=C1)C(=O)NCC(=O)N1CSC[C@H]1C#N)N1[C@H](COC[C@H]1C)C